ClC=1C(=NC(=NC1)NC1=CC(=NC=C1)OC)C1=CC=C2CN(C(C2=C1)=O)[C@@H](C(=O)N[C@H](CO)C1=CC(=CC(=C1)OC)F)C (R)-2-(6-(5-chloro-2-((2-methoxypyridin-4-yl)amino)pyrimidin-4-yl)-1-oxoisoindolin-2-yl)-N-((S)-1-(3-fluoro-5-methoxyphenyl)-2-hydroxyethyl)propanamide